(1,4-trans)-4-((3-((R)-3-amino-1-hydroxypropyl)phenoxy)methyl)cyclohexanol C1CC(CCC1COC2=CC=CC(=C2)[C@@H](CCN)O)O